L-3-[1H-indol-3-yl]-2-[(thiophene-2-carbonyl)-amino]-propionic acid N1C=C(C2=CC=CC=C12)C[C@@H](C(=O)O)NC(=O)C=1SC=CC1